methyl 5-bromo-2-oxo-1-(3-(trimethylsilyl) prop-2-yn-1-yl)-1,2-dihydropyridine-3-carboxylate BrC=1C=C(C(N(C1)CC#C[Si](C)(C)C)=O)C(=O)OC